FC1=C(C=CC(=C1COC=1C=C2C(=NC1)N(N=C2C)C2OCCCC2)F)C2=C(C(=NC=C2F)C)S(=O)(=O)N [2,4-difluoro-3-([[3-methyl-1-(oxan-2-yl)pyrazolo[3,4-b]pyridin-5-yl]oxy]methyl)phenyl]-5-fluoro-2-methylpyridine-3-sulfonamide